2-methoxy-4-(4-methylpiperazin-1-yl)aniline COC1=C(N)C=CC(=C1)N1CCN(CC1)C